NC=1C(N(C=CC1)C=1C=NN(C1)C)=O 3-amino-1-(1-methyl-1H-pyrazol-4-yl)pyridin-2(1H)-one